S1C=C(C=C1)C1(OC(OC1)=O)C=C 4-(thiophene-3-yl)-4-vinyl-1,3-dioxolane-2-one